(2R)-2-(6-{5-Chloro-2-[(oxan-4-yl)amino]pyrimidin-4-yl}-1-oxo-2,3-dihydro-1H-isoindol-2-yl)-N-[(1S)-1-[3-chloro-6-(4-methylpiperazin-1-yl)pyridin-2-yl]-2-hydroxyethyl]propanamid ClC=1C(=NC(=NC1)NC1CCOCC1)C1=CC=C2CN(C(C2=C1)=O)[C@@H](C(=O)N[C@H](CO)C1=NC(=CC=C1Cl)N1CCN(CC1)C)C